N-2-propynyl-(p-tolyl)amine C(C#C)NC1=CC=C(C=C1)C